CS(=O)(C1=CC=C(C=C1)C1=CC(=NC2=C(N=CC=C12)C1=CC=NN1)N1CCOCC1)=NC#N (Methyl{4-[2-(morpholin-4-yl)-8-(1H-pyrazol-5-yl)-1,7-naphthyridin-4-yl]phenyl}oxido-λ6-sulfanylidene)cyanamide